O=C(C=CC)CC1=CC=CC=C1 4-oxo-4-benzyl-2-buten